5-[(1S)-1-(4-bromo-2-cyclobutylphenoxy)-2-methoxyethyl]-1H-1,2,3,4-tetrazole BrC1=CC(=C(O[C@H](COC)C2=NN=NN2)C=C1)C1CCC1